1-(5-bromo-2-nitrophenyl)-4-(but-3-en-1-yl)piperidine BrC=1C=CC(=C(C1)N1CCC(CC1)CCC=C)[N+](=O)[O-]